spiro[benzofuran-2,4'-piperidine]-3-amine N1CCC2(CC1)OC1=C(C2N)C=CC=C1